[N+](=O)([O-])C1=CC=C(C=C1)N=NC1=CC=C(C=O)C=C1 4-(4-nitrophenyldiazenyl)benzaldehyde